4-(6-(4-(6-fluoro-1H-pyrrolo[3,2-b]pyridin-3-yl)piperidin-1-yl)benzo[d]thiazol-2-yl)morpholine FC=1C=C2C(=NC1)C(=CN2)C2CCN(CC2)C2=CC1=C(N=C(S1)N1CCOCC1)C=C2